C(C)(C)(C)C=1C=C(C=C(C1O)N1N=C2C(=N1)C=CC=C2)OC(CC)=O 3-t-butyl-5-(2H-benzotriazol-2-yl)-4-hydroxyphenylpropionate